FC(CC(F)(F)F)(OOOC(CC(F)(F)F)(F)F)F pentafluoropropoxy ether